C1(=CC=CC=C1)C1=CNC=2C1=NC(=CC2)C=2C=C(N)C=CC2 3-(3-phenyl-1H-pyrrolo[3,2-b]pyridin-5-yl)aniline